Cl.COC=1C=C(C=CC1OC)C=1NC2=CC(=C(C=C2C1CC)C1CCNCC1)OC 2-(3,4-Dimethoxyphenyl)-3-ethyl-6-methoxy-5-(piperidin-4-yl)-1H-indole-HCl salt